CC=1N=C(C2=C(N1)OC=C2C(=O)NCC2OCCC2)NC2(CC2)C methyl-4-[(1-methylcyclopropyl)amino]-N-(tetrahydrofuran-2-ylmethyl)furo[2,3-d]pyrimidine-5-carboxamide